C(C)OC(=O)C=1OC(=NN1)C1(CC1)C1=CC=CC=C1 5-(1-phenylcyclopropyl)-1,3,4-oxadiazole-2-carboxylic acid ethyl ester